(6-(3-(2,5-dichlorophenylsulfonamido)-2,6-difluorophenyl)quinazolin-2-yl)acetamide ClC1=C(C=C(C=C1)Cl)S(=O)(=O)NC=1C(=C(C(=CC1)F)C=1C=C2C=NC(=NC2=CC1)CC(=O)N)F